2-chloro-difluoro-ethyl acetoacetate C(CC(=O)C)(=O)OCC(Cl)(F)F